C(C1=CC=CC=C1)OC=1C(C(=CN2N3[C@@H](C[C@@H]([C@@H](CN(C(C21)=O)C3)O)O)C)C(=O)NCC3=C(C=C(C=C3)F)F)=O (1S,2R,4S,5R)-9-(benzyloxy)-N-(2,4-difluorobenzyl)-4,5-dihydroxy-2-methyl-8,10-dioxo-3,4,5,6,8,10-hexahydro-2H-1,7-methanopyrido[1,2-b][1,2,5]triazecine-11-carboxamide